benzyl 3-[(tert-butoxycarbonyl)amino]-2-[([4-[3-(2-ethoxy-2-oxoethoxy) pyrazin-2-yl]cyclohex-3-en-1-yl]oxy)methyl]piperidine-1-carboxylate C(C)(C)(C)OC(=O)NC1C(N(CCC1)C(=O)OCC1=CC=CC=C1)COC1CC=C(CC1)C1=NC=CN=C1OCC(=O)OCC